N-(2-(difluoromethoxy)-6-methylpyridin-3-yl)-4-(2-isopropyl-phenyl)piperidine-4-carboxamide FC(OC1=NC(=CC=C1NC(=O)C1(CCNCC1)C1=C(C=CC=C1)C(C)C)C)F